FC(C(O)C=1SC(=CN1)C1=NC(=NC=C1C(F)(F)F)NC1CCN(CC1)S(=O)(=O)C=1N=CN(C1)C)F 2,2-difluoro-1-(5-(2-((1-((1-methyl-1H-imidazol-4-yl)sulfonyl)piperidin-4-yl)amino)-5-(trifluoromethyl)pyrimidin-4-yl)thiazol-2-yl)ethan-1-ol